N-(2-((1S,3R)-3-aminocyclopentane-1-carboxamido)ethyl)-4-((3-(1-(2,2-difluoroethyl)-3-(trifluoromethyl)-1H-pyrazol-4-yl)imidazo[1,2-a]pyrazin-8-yl)amino)-2-ethylbenzamide formate C(=O)O.N[C@H]1C[C@H](CC1)C(=O)NCCNC(C1=C(C=C(C=C1)NC=1C=2N(C=CN1)C(=CN2)C=2C(=NN(C2)CC(F)F)C(F)(F)F)CC)=O